C(C)(C)(C)OC(=O)N1C[C@@H](N([C@@H](C1)C)CC(=O)NC=1C=NC(=CC1)N1C(NC(CC1)=O)=O)C (3s,5r)-4-(2-((6-(2,4-dioxotetrahydropyrimidin-1(2H)-yl)pyridin-3-yl)amino)-2-oxoethyl)-3,5-dimethylpiperazine-1-carboxylic acid tert-butyl ester